N[C@@H](CCC(=O)N[C@@H](CCC(N)=O)C(=O)O)C(=O)O γ-L-glutamyl-glutamine